lithium oxalate boron salt [B+3].C(C(=O)[O-])(=O)[O-].[Li+].C(C(=O)[O-])(=O)[O-]